5-(3-(2-((S)-1-((S)-2-(2-((tert-Butoxycarbonyl)(methyl)amino)acetamido)-2-cyclohexylacetyl)pyrrolidin-2-yl)thiazole-4-carbonyl)phenoxy)pentyl 4-methylbenzenesulfonate CC1=CC=C(C=C1)S(=O)(=O)OCCCCCOC1=CC(=CC=C1)C(=O)C=1N=C(SC1)[C@H]1N(CCC1)C([C@H](C1CCCCC1)NC(CN(C)C(=O)OC(C)(C)C)=O)=O